FC1=C2C(=NC(NC2=CC=C1F)=O)N1CCCC2=C(N=CC=C12)C#CC(C(F)(F)F)(C)C 5,6-difluoro-4-[5-(4,4,4-trifluoro-3,3-dimethyl-but-1-ynyl)-3,4-dihydro-2H-1,6-naphthyridin-1-yl]-1H-quinazolin-2-one